(R)-(2,2-difluorocyclopropyl)(1H-1,2,4-triazol-5-yl)methanone hydrochloride Cl.FC1([C@H](C1)C(=O)C1=NC=NN1)F